benzyl (2S,3aR,6aS)-2-(8-chloroimidazo[1,5-a]pyridin-3-yl)hexahydro-1H-furo[3,4-b]pyrrole-1-carboxylate ClC=1C=2N(C=CC1)C(=NC2)[C@@H]2C[C@@H]1[C@H](N2C(=O)OCC2=CC=CC=C2)COC1